2-((2'-methoxy-[1,1'-biphenyl]-4-yl)oxy)ethan-1-amine COC1=C(C=CC=C1)C1=CC=C(C=C1)OCCN